2,2,2-trifluoro-1-[(2'S,7R)-2'-methyl-2-(trifluoromethyl)spiro[4,5-dihydrothieno[2,3-c]pyran-7,4'-piperidine]-1'-yl]ethanone FC(C(=O)N1[C@H](C[C@@]2(CC1)OCCC1=C2SC(=C1)C(F)(F)F)C)(F)F